2-imino-3-(5-methyl-2-(((2-(trifluoromethoxy)benzyl)oxy)methyl)phenyl)thiazolidin-4-one N=C1SCC(N1C1=C(C=CC(=C1)C)COCC1=C(C=CC=C1)OC(F)(F)F)=O